C(C)N(C(SC)=S)CC S-methyl diethyldithiocarbamate